3,4-bis(benzyloxy)-N-methylbutan-1-amine C(C1=CC=CC=C1)OC(CCNC)COCC1=CC=CC=C1